5'-tert-butyl-1,1':3',1''-terphenyl C(C)(C)(C)C=1C=C(C=C(C1)C1=CC=CC=C1)C1=CC=CC=C1